C(C)(C)(C)OC(=O)NC=1SC=2C(N1)=C(C=CC2N2C[C@@H](N([C@H](C2)C)C(=O)OC(C)(C)C)C)C(=O)OC methyl 2-(tert-butoxycarbonylamino)-7-[(3S,5S)-4-tert-butoxy carbonyl-3,5-dimethyl-piperazin-1-yl]-1,3-benzothiazole-4-carboxylate